C(C)(C)(C)OC(=O)NC=1SC(=C(N1)C(=O)OC)CCCOC1=C(C=C(C=C1)I)F methyl 2-{[(tert-butoxy)carbonyl]amino}-5-[3-(2-fluoro-4-iodophenoxy)propyl]-1,3-thiazole-4-carboxylate